2'-((propane-2,2-diylbis(4,6-dimethyl-2,1-phenylene))bis(oxy))diacetic acid amide CC(C)(C1=C(C(=CC(=C1)C)C)OCC(=O)N)C1=C(C(=CC(=C1)C)C)OCC(=O)N